C(C(C)C)[Si](CC(C)C)CC(C)C (triisobutyl)silicon